BrC=1C=C(C=CC1)C[C@H](C(=O)OCC)O ethyl (2R)-3-(3-bromophenyl)-2-hydroxypropionate